ammonium Ammonium sulfamate S(N)([O-])(=O)=O.[NH4+].[NH4+].S(N)([O-])(=O)=O